1-[6,7-dichloro-10-(1H-pyrazol-4-yl)-3,4-dihydro-1H-pyrazino[1,2-a]indol-2-yl]-3-(2-methyl-1,2,4-triazol-3-yl)propan-1-one ClC1=C(C=CC=2C(=C3N(C12)CCN(C3)C(CCC=3N(N=CN3)C)=O)C=3C=NNC3)Cl